FC(C1=CC=C(OC2=C(C=C(C=C2)S(=O)(=O)NC)C=2C=NN3C2OCC3)C=C1)F 4-[4-(difluoromethyl)phenoxy]-3-(2,3-dihydropyrazolo[5,1-b][1,3]oxazol-7-yl)-N-methylbenzene-1-sulfonamide